sodium sulfur silver germanium [Ge].[Ag].[S].[Na]